O=C(CC(=O)[O-])CC(CC(C)=O)=O 3,5,7-trioxo-octanoate